C(C)OCCOC(NC1=CC=CC=C1)=O 2-Ethoxyethyl-N-phenylcarbamat